N5-(2-Aminoethyl)-N7-(3,4-dichlorophenyl)benzo[b][1,8]naphthyridine-5,7-diamine NCCNC1=C2C(=NC=3N=CC=CC13)C=CC(=C2)NC2=CC(=C(C=C2)Cl)Cl